{Z,Z,E}-1,11,13-hexadecatrienal C(=CCCCCCCCC\C=C/C=C\CC)=O